N-(4-tert-butylphenyl)-2-(dimethylamino)-6-({[2-(trifluoromethyl)phenyl]carbonyl}amino)-1H-benzimidazole-4-carboxamide C(C)(C)(C)C1=CC=C(C=C1)NC(=O)C1=CC(=CC=2NC(=NC21)N(C)C)NC(=O)C2=C(C=CC=C2)C(F)(F)F